[N-](S(=O)(=O)C(F)(F)F)S(=O)(=O)C(F)(F)F.[Au+].C1(=CC=CC=C1)P(C1=CC=CC=C1)C1=CC=CC=C1 triphenylphosphine gold (I) bis(trifluoromethanesulfonyl)imide salt